BrC=1C=C2CN(C(C2=CC1F)=O)C1C(N(C(CC1)=O)COCC[Si](C)(C)C)=O 3-(5-bromo-6-fluoro-1-oxoisoindolin-2-yl)-1-((2-(trimethylsilyl)ethoxy)methyl)piperidine-2,6-dione